Cl.CP(C)OP(C)C dimethylphosphino oxide hydrochloride